The molecule is a hexacyclic triterpenoid that is an oleanane substituted by an epoxy group between positions 13 and 28 and by hydroxy groups at positions 3, 16, 22 and 28 respectively (the 3beta,16alpha,22alpha stereoisomer). It is isolated from the whole plant of Anagallis arvensis. It has a role as a metabolite. It is a hexacyclic triterpenoid, a cyclic ether, a lactol, a tetrol and a secondary alcohol. It derives from a hydride of an oleanane. C[C@]12CC[C@@H](C([C@@H]1CC[C@@]3([C@@H]2CC[C@@]45[C@]3(C[C@H]([C@@]6([C@H]4CC(C[C@@H]6O)(C)C)[C@@H](O5)O)O)C)C)(C)C)O